Ethyl 3-hydroxypropanoate OCCC(=O)OCC